(S)-2-(3-(3,3-difluoro-1-((4-methyl-4H-1,2,4-triazol-3-yl)methyl)cyclobutyl)phenyl)-6-((3-methoxypiperidin-1-yl)methyl)-4-(trifluoromethyl)isoindolin-1-one FC1(CC(C1)(CC1=NN=CN1C)C=1C=C(C=CC1)N1C(C2=CC(=CC(=C2C1)C(F)(F)F)CN1C[C@H](CCC1)OC)=O)F